PHENYL-3,4-DIHYDROISOCHINOLIN-2(1H)-YL-ETHAN-1-ONE C1(=CC=CC=C1)CC(=O)N1CC2=CC=CC=C2CC1